C(C)C=1OCCCN1 2-ethyl-4,5-dihydro-1,3-oxazine